(R)-N-(4-((3-amino-1-methyl-1H-pyrazol-4-yl)oxy)butan-2-yl)-2,5-dichloropyrimidin-4-amine NC1=NN(C=C1OCC[C@@H](C)NC1=NC(=NC=C1Cl)Cl)C